O[C@H]1[C@@H](C(NC1)=O)NC(=O)C1=C(OC2=C1C=C(C=C2)OCC2=CN=C(S2)C)C N-((3S,4R)-4-hydroxy-2-oxopyrrolidin-3-yl)-2-methyl-5-((2-methylthiazol-5-yl)methoxy)benzofuran-3-carboxamide